oleylamino ether C(CCCCCCC\C=C/CCCCCCCC)ON